C(C#C)(=O)N Propynoic Acid Amide